Methyl nonane-2-carboxylate CC(CCCCCCC)C(=O)OC